C1=CC=CC=2C3=CC=CC=C3N(C12)C1=CC=C(C=C1)C1=CC(=CC(=C1)C(NCC1=CC=C(C=C1)C)=O)/C=C/C(=O)O (E)-3-(4'-(9H-Carbazol-9-yl)-5-((4-methylbenzyl)carbamoyl)-[1,1'-biphenyl]-3-yl)acrylic acid